3-(2-((S)-2-amino-3-(bicyclo[1.1.1]pentan-1-yl)propanoyl)-1-(2-chloro-2-fluoroacetyl)hydrazineyl)propanamide N[C@H](C(=O)NN(C(C(F)Cl)=O)CCC(=O)N)CC12CC(C1)C2